BrC1=CC(=NC=C1)N1N=C(C=2C[C@@H]3[C@H](C12)C3)C(=O)O (1aR,5aR)-2-(4-Bromo-pyridin-2-yl)-1a,2,5,5a-tetrahydro-1H-2,3-diaza-cyclopropa[a]pentalene-4-carboxylic acid